2-[2-(1-Isopropyl-1H-pyrazol-4-yl)-3H-imidazo[4,5-b]pyridin-7-yl]-6,7,8,9-tetrahydro-5H-benzocyclohepten-5-ylamine hydrochloride Cl.C(C)(C)N1N=CC(=C1)C1=NC=2C(=NC=CC2C=2C=CC3=C(CCCCC3N)C2)N1